titanium(IV) tetraisopropoxide CC([O-])C.CC([O-])C.CC([O-])C.CC([O-])C.[Ti+4]